4-benzyloxy-5-bromopyridine-2-amine C(C1=CC=CC=C1)OC1=CC(=NC=C1Br)N